O=C([C@H](O)[C@@H](O)[C@@H](O)[C@H](O)C(=O)O)O.N(CCO)CCO diethanolamine galactarate